CC1=NC(=NO1)C=1C=C(C=CC1)C(=O)NC=CC(=O)NC=1SC=2C(=NC=CC2N1)OC(C(F)(F)F)C 3-{[3-(5-Methyl-1,2,4-oxadiazol-3-yl)phenyl]formamido}-N-{4-[(1,1,1-trifluoropropan-2-yl)oxy]-[1,3]thiazolo[5,4-c]pyridin-2-yl}propenamide